tert-butyl 3-(3-chloro-2-methylphenyl)-3-((2-(methyl-d3)-1-oxo-1,2-dihydroisoquinolin-7-yl)amino)pyrrolidine-1-carboxylate ClC=1C(=C(C=CC1)C1(CN(CC1)C(=O)OC(C)(C)C)NC1=CC=C2C=CN(C(C2=C1)=O)C([2H])([2H])[2H])C